COC1=NC=C(C=C1)C=1C=C2C(=NC=NC2=CC1)C=1CCNCC1 2-methoxy-5-(4-(1,2,3,6-tetrahydropyridin-4-yl)quinazolin-6-yl)pyridine